methyl 6-bromo-3H-1,3-benzodiazole-4-carboxylate BrC=1C=C(C2=C(N=CN2)C1)C(=O)OC